2-Diazolin N1N=CCC1